BrC1=CC(=C2C(=NC=NN21)N)CN2CCOCC2 7-bromo-5-(morpholinomethyl)pyrrolo[2,1-f][1,2,4]triazin-4-amine